4-(4,4-difluorocyclohex-1-en-1-yl)-6-(3-fluoropyridin-2-yl)pyrimidin-5-amine FC1(CC=C(CC1)C1=NC=NC(=C1N)C1=NC=CC=C1F)F